2-HYDROXY-5-NITRONICOTINALDEHYDE OC1=C(C=O)C=C(C=N1)[N+](=O)[O-]